1-butyl-5-methyl-1,2,3,4-tetrahydropyrimidine C(CCC)N1CNCC(=C1)C